NC1=CC=C(N=N1)C1CCN(CC1)C(=O)C1=NC=C(C(=C1)OC)OC1=CC=C(C=C1)OC(F)(F)F [4-(6-Amino-pyridazin-3-yl)-piperidin-1-yl]-[4-methoxy-5-(4-trifluoromethoxy-phenoxy)-pyridin-2-yl]-methanone